5,7-dihydroxy-6,4'-dimethoxyflavone OC1=C2C(C=C(OC2=CC(=C1OC)O)C1=CC=C(C=C1)OC)=O